ClC=1C=C2C=NC(=NC2=CC1C1C(CN(CC1)[C@H]1[C@H](COC1)O)F)NC=1C=NN(C1Cl)C1C(C1)(F)F (3R,4R)-4-(4-(6-chloro-2-((5-chloro-1-(2,2-difluorocyclopropyl)-1H-pyrazol-4-yl)amino)quinazolin-7-yl)-3-fluoropiperidin-1-yl)tetrahydrofuran-3-ol